Diethyl-barbituric acid sodium salt [Na].C(C)C1(C(NC(NC1=O)=O)=O)CC